BrC=1C=CC(=C(NCCC(=O)N)C1)Cl 3-(5-bromo-2-chloro-anilino)propanamide